methyl 4-{(3S)-3-methyl-8-oxo-5-[2-(2,2,2-trifluoroethoxy) phenyl]-2,3,6,8-tetrahydro-7H-pyrrolo[3,4-f][1,4]oxazepin-7-yl}benzoate C[C@H]1COC2=C(C(=N1)C1=C(C=CC=C1)OCC(F)(F)F)CN(C2=O)C2=CC=C(C(=O)OC)C=C2